Cl.O[C@@H]1C[C@@H](NC1)C(C)NC(=O)C1=CN(CCS1)C=1C2=C(N=CN1)NC=C2 N-(1-((2R,4R)-4-hydroxypyrrolidin-2-yl)ethyl)-4-(7H-pyrrolo[2,3-d]pyrimidin-4-yl)-3,4-dihydro-2H-1,4-thiazine-6-carboxamide hydrochloride